N-(2,2-difluoroethyl)-6-fluoro-N-(3-fluoro-5-((1-(trifluoromethyl)cyclopropyl)ethynyl)phenyl)-1-methyl-1H-[1,2,3]triazolo[4,5-c][2,6]naphthyridin-5-amine FC(CN(C1=NC2=C(C=3C=NC=C(C13)F)N(N=N2)C)C2=CC(=CC(=C2)C#CC2(CC2)C(F)(F)F)F)F